3-(tert-butyl)-N-(2-methyl-4-(4,4,5,5-tetramethyl-1,3,2-dioxaborolan-2-yl)benzyl)-1,2,4-oxadiazole-5-carboxamide C(C)(C)(C)C1=NOC(=N1)C(=O)NCC1=C(C=C(C=C1)B1OC(C(O1)(C)C)(C)C)C